ClN1C(CCC1=O)=O N-Chloro-succinimid